racemic-((5s,7r)-5-(3-chloropyridin-2-yl)-7-hydroxy-6,7-dihydro-5H-pyrrolo[1,2-b][1,2,4]triazol-2-yl)(cyclopropyl)methanone ClC=1C(=NC=CC1)[C@@H]1C[C@H](C=2N1N=C(N2)C(=O)C2CC2)O |r|